1-(5-bromo-2-methoxypyridin-3-yl)ethane-1,2-diol BrC=1C=C(C(=NC1)OC)C(CO)O